COC(C1=CC=C(C=C1)CC1=NC2=CC=CC=C2C(N1C)=O)=O.C(C)(C)N=C1SC=C(N1)C1=CC=C(C=C1)Br 2-(isopropylimino)-4-(4-bromophenyl)thiazole methyl-4-[(3-methyl-4-oxo-3,4-dihydroquinazolin-2-yl)methyl]benzoate